ethylbenzene-1-sulfonic acid C(C)C1=C(C=CC=C1)S(=O)(=O)O